FC(C=1N=C(NC1)C12C3C4C5(C(C14)C2C53)C(=O)OC)(F)F methyl 4-(4-(trifluoromethyl)-1H-imidazol-2-yl)cubane-1-carboxylate